C(C)(C)(C)C1=CC=C(C=C1)C=1C=2N(C=CN1)C(=C(N2)C)NC(C=C)=O N-(8-(4-(tert-butyl)phenyl)-2-methylimidazo[1,2-a]pyrazin-3-yl)acrylamide